2-(6-(3,5-difluoro-6-((2-methyl-2H-indazol-5-yl)methoxy)piperidin-2-yl)-6-azaspiro[2.5]oct-1-yl)-1-((S)-oxetan-2-ylmethyl)-1H-benzo[d]imidazole-6-carboxylic acid FC1C(NC(C(C1)F)OCC1=CC2=CN(N=C2C=C1)C)N1CCC2(CC2C2=NC3=C(N2C[C@H]2OCC2)C=C(C=C3)C(=O)O)CC1